FC(OC1=NC=CC(=C1)CNC(=O)N[C@H]1[C@H](CCC1)O)F |r| 1-[[2-(difluoromethoxy)pyridin-4-yl]methyl]-3-[rac-(1R,2S)-2-hydroxycyclopentyl]urea